IC1=NN(C2=C1CN(CC2)C(C)=O)C2CC=1C=NN(C1CC2)C2CCNCC2 [3-iodo-1-[1-(4-piperidyl)-4,5,6,7-tetrahydroindazol-5-yl]-6,7-dihydro-4H-pyrazolo[4,3-c]pyridin-5-yl]ethanone